2,6-Difluoro-3-(1-methyl-6-(7-oxa-1-azaspiro[3.5]nonan-1-yl)-1H-pyrazolo[3,4-d]pyrimidin-3-yl)-5-(trifluoromethyl)phenol FC1=C(C(=C(C=C1C1=NN(C2=NC(=NC=C21)N2CCC21CCOCC1)C)C(F)(F)F)F)O